[N+](=O)([O-])C=1C=C(C=CC1)C1=NC(=NO1)NC=1C=C2C=NN(C2=CC1)C1OCCCC1 5-(3-nitrophenyl)-N-(1-(tetrahydro-2H-pyran-2-yl)-1H-indazol-5-yl)-1,2,4-oxadiazol-3-amine